(dimethylphosphoryl)-2-methoxybenzoic acid CP(=O)(C)C=1C(=C(C(=O)O)C=CC1)OC